N-(4-((5-(1,6-dimethyl-1H-pyrazolo[3,4-b]pyridin-4-yl)-3-methyl-4,5,6,7-tetrahydro-1H-pyrazolo[4,3-c]pyridin-1-yl)methyl)bicyclo[2.2.2]octan-1-yl)azetidine-3-carboxamide CN1N=CC=2C1=NC(=CC2N2CC1=C(CC2)N(N=C1C)CC12CCC(CC1)(CC2)NC(=O)C2CNC2)C